4-(2-(4-chloro-3-fluorophenoxy)acetamido)-N-(6-chloroquinolin-2-yl)piperidine-1-carboxamide ClC1=C(C=C(OCC(=O)NC2CCN(CC2)C(=O)NC2=NC3=CC=C(C=C3C=C2)Cl)C=C1)F